N-((cis)-3-(5-chloro-2-cyanophenyl)cyclobutyl)-1-((S or R)-1-(6-methoxy-5-((1R,5S)-2-oxo-3-azabicyclo[3.1.0]hexan-3-yl)pyrazin-2-yl)ethyl)-1H-1,2,3-triazole-4-carboxamide ClC=1C=CC(=C(C1)[C@H]1C[C@H](C1)NC(=O)C=1N=NN(C1)[C@@H](C)C1=NC(=C(N=C1)N1C([C@@H]2C[C@@H]2C1)=O)OC)C#N |o1:19|